BrC1=CN(C2=C1N=CN=C2Cl)NC2=CC(=CC=C2)F (7-bromo-4-chloro-5H-pyrrolo[3,2-d]pyrimidin-5-yl)-3-fluoroaniline